3-(pyridin-2-yl)-1H-indole-6-carboxamide N1=C(C=CC=C1)C1=CNC2=CC(=CC=C12)C(=O)N